5-(2,4-Diamino-pyrimidin-5-yloxy)-4-isopropyl-2-methoxy-N-methyl-benzamide NC1=NC=C(C(=N1)N)OC=1C(=CC(=C(C(=O)NC)C1)OC)C(C)C